phospho-valeric acid P(=O)(=O)C(C(=O)O)CCC